CC1=C(C(=O)NCC=2C(NC(=C3CCCCC23)C)=O)C=CC(=C1)C(F)(F)F 2-methyl-N-((1-methyl-3-oxo-2,3,5,6,7,8-hexahydroisoquinolin-4-yl)methyl)-4-(trifluoromethyl)benzamide